suberoyl-arginine C(CCCCCCC(=O)O)(=O)N[C@@H](CCCNC(N)=N)C(=O)O